NC1=C2N=CN(C2=NC=N1)C[C@@H](C)OCP(OCCOCCCCCCCCCCCCCC1=C(C=CC=C1)F)(O)=O 2-((13-(2-fluorophenyl)tridecyl)oxy)ethyl hydrogen ((((R)-1-(6-amino-9H-purin-9-yl)propan-2-yl)oxy)methyl)phosphonate